CC(=CCCC(C)=O)CCC=C(CCC=C(C)C)C 6,10,14-trimethyl-5,9,13-pentadecatrien-2-one